ClC=1C(=CC2=C(N(C(N=C2NS(=O)(=O)C2=C(C(=C(C(=C2OCF)F)F)F)F)=O)C=2C(=NC=CC2C)C(C)C)N1)F N-[7-chloro-6-fluoro-1-(2-isopropyl-4-methyl-3-pyridyl)-2-oxo-pyrido[2,3-d]pyrimidin-4-yl]-2,3,4,5-tetrafluoro-6-(fluoromethoxy)benzenesulfonamide